distearoyl-ethyl-hydroxyethyl-ammonium C(CCCCCCCCCCCCCCCCC)(=O)[N+](CCO)(CC)C(CCCCCCCCCCCCCCCCC)=O